N-((4S,5S)-7-ethyl-4-(4-fluorophenyl)-6-oxo-1-phenyl-3-((R)-1-ureidoethyl)-4,5,6,7-tetrahydro-1H-pyrazolo[3,4-b]pyridin-5-yl)-3-(trifluoromethyl)benzamide C(C)N1C2=C([C@@H]([C@@H](C1=O)NC(C1=CC(=CC=C1)C(F)(F)F)=O)C1=CC=C(C=C1)F)C(=NN2C2=CC=CC=C2)[C@@H](C)NC(=O)N